8-chloro-N-(1,3-dihydroisobenzofuran-5-ylmethyl)-9-methyl-pyrido[3',2':4,5]thieno[3,2-d]pyrimidin-4-amine ClC1=C(C2=C(SC3=C2N=CN=C3NCC=3C=C2COCC2=CC3)N=C1)C